ethyl 2-[(3,3-dioxo-1,3lambda6-benzoxathiol-5-yl)amino]-4-[[(1S)-2-hydroxy-1-phenyl-ethyl]amino]pyrimidine-5-carboxylate O=S1(COC2=C1C=C(C=C2)NC2=NC=C(C(=N2)N[C@H](CO)C2=CC=CC=C2)C(=O)OCC)=O